2-bromo-6-chloro-4-(trifluoromethoxy)aniline BrC1=C(N)C(=CC(=C1)OC(F)(F)F)Cl